N-(2,4-dichloro-5-(4-difluoromethyl-4,5-dihydro-3-methyl-5-oxo-1H-1,2,4-triazole-1-yl)phenyl)methanesulfonamide ClC1=C(C=C(C(=C1)Cl)N1N=C(N(C1=O)C(F)F)C)NS(=O)(=O)C